1-((2R,3S)-3-ethyl-2-(((5-(trifluoromethyl)-1H-pyrrolo[2,3-b]pyridin-4-yl)amino)methyl)morpholinyl)prop-2-en-1-one C(C)[C@@H]1N(CCO[C@@H]1CNC1=C2C(=NC=C1C(F)(F)F)NC=C2)C(C=C)=O